8-(6-chloro-2-(3-methyl-1-((2-(trimethylsilyl)ethoxy)methyl)-1H-pyrazol-4-yl)pyrido[3,4-d]Pyrimidin-4-yl)-2,8-diazaspiro[4.5]Decane-2-carboxylic acid tert-butyl ester C(C)(C)(C)OC(=O)N1CC2(CC1)CCN(CC2)C=2C1=C(N=C(N2)C=2C(=NN(C2)COCC[Si](C)(C)C)C)C=NC(=C1)Cl